3-{2-[4-(6-fluoro-benzo[d]isoxazol-3-yl)-piperidin-1-yl]-ethyl}-3H-pyrrolo[1,2-d][1,2,4]triazin-4-one FC1=CC2=C(C(=NO2)C2CCN(CC2)CCN2N=CC=3N(C2=O)C=CC3)C=C1